(R)-tert-butyl (2-((4-(3-(2-methylmorpholino)phenyl)thiazol-2-yl)amino)-2-oxoethyl)carbamate C[C@H]1OCCN(C1)C=1C=C(C=CC1)C=1N=C(SC1)NC(CNC(OC(C)(C)C)=O)=O